BrC1=CC=C(C=C1)/C=C/C(=O)OC methyl (E)-3-(4-bromophenyl)acrylate